C(C)NC(O)CN ethylaminoethanolamine